C(C1=CC=CC=C1)OC1=CC2=C(N(N=C2C=C1)C)C(=O)NC1(COC1)C(N)=O 5-(benzyloxy)-N-(3-carbamoyl-oxetan-3-yl)-2-methyl-2H-indazole-3-carboxamide